C[C@@]12[C@@H](C[C@@H](CC1)C2(C)C)O (1R,2R,4R)-1,7,7-trimethylbicyclo[2.2.1]heptane-2-ol